BrC=1C=C(N)C=C(C1)B1OC(C(O1)(C)C)(C)C 3-Bromo-5-(4,4,5,5-tetramethyl-1,3,2-dioxaborolan-2-yl)aniline